C[C@@H]1N(C[C@H](NC1)C)C1=NC=NC2=CC=C(C=C12)C=1C=CC(=NC1)OC 5-(4-((2S,5R)-2,5-dimethylpiperazin-1-yl)quinazolin-6-yl)-2-methoxypyridine